6-bromo-8-fluoro-2-tetrahydrofuran-3-yl-quinoline BrC=1C=C2C=CC(=NC2=C(C1)F)C1COCC1